1-[2-(oleoyloxy)ethyl]-2-oleyl-3-(2-hydroxyeth-yl)imidazolinium chloride [Cl-].C(CCCCCCC\C=C/CCCCCCCC)(=O)OCC[NH+]1C(N(CC1)CCO)CCCCCCCC\C=C/CCCCCCCC